CN1C(C(=CC2=CC(=CC=C12)[N+](=O)[O-])OCC(=O)O)=O 2-((1-methyl-6-nitro-2-oxo-1,2-dihydroquinolin-3-yl)oxy)acetic acid